1-(2-thiomorpholinyl-4-(trifluoromethyl)benzyl)-1,8-diazaspiro[4.5]decane-8-carboxylic acid tert-butyl ester C(C)(C)(C)OC(=O)N1CCC2(CCCN2CC2=C(C=C(C=C2)C(F)(F)F)N2CCSCC2)CC1